4-(4-(((2-(4-fluorophenyl)cyclopropyl)amino)methyl)piperidin-1-yl)-N-hydroxybenzamide TFA salt OC(=O)C(F)(F)F.FC1=CC=C(C=C1)C1C(C1)NCC1CCN(CC1)C1=CC=C(C(=O)NO)C=C1